(S)-2-(2-(2-isopropylphenyl)pyrrolidin-1-yl)-7-azaspiro[3.5]nonane hydrochloride Cl.C(C)(C)C1=C(C=CC=C1)[C@H]1N(CCC1)C1CC2(C1)CCNCC2